[Cl-].FC(F)(F)[NH2+]CCC1=CC=CC=C1 trifluoromethyl-phenethyl-ammonium chloride